monoperoxy phosphate P1(=O)(OOOO1)[O-]